C(CCCCCCCCCCCCCCCCCCCCC)(=O)NCC(=O)O N-behenoyl-glycine